O=C1N(CCC(N1)=O)C1=CN=CC2=C(C=CC=C12)N1[C@@H](CN(CC1)C(=O)OC(C)(C)C)C Tert-butyl (3R)-4-[4-(2,4-dioxohexahydropyrimidin-1-yl)-8-isoquinolyl]-3-methyl-piperazine-1-carboxylate